N-(2,6-dichloro-4'-(cyclopropylsulfonyl)-[1,1'-biphenyl]-4-yl)-2-(5-(ethylthio)pyridin-2-yl)acetamide ClC1=C(C(=CC(=C1)NC(CC1=NC=C(C=C1)SCC)=O)Cl)C1=CC=C(C=C1)S(=O)(=O)C1CC1